C[C@H]1[C@H](N1C(C1=CC=CC=C1)(C1=CC=CC=C1)C1=CC=CC=C1)C(=O)OC methyl (2S,3S)-3-methyl-1-tritylaziridine-2-carboxylate